N2-[7-chloro-8-[rel-(2R)-2-methyl-2,3,4,7-tetrahydro-1H-azepin-5-yl]chroman-6-yl]-N4,6-dimethyl-pyrimidine-2,4-diamine ClC1=C(C=C2CCCOC2=C1C=1CC[C@H](NCC1)C)NC1=NC(=CC(=N1)NC)C |o1:14|